5-[4-[[(3-hydroxypyridin-2-yl)carbonyl]amino]phenyl]-1H-naphtho[1,2-b][1,4]diazepine-2,4(3H,5H)-dione OC=1C(=NC=CC1)C(=O)NC1=CC=C(C=C1)N1C2=C(NC(CC1=O)=O)C1=CC=CC=C1C=C2